(1-(6-(2,3-dichlorophenyl)pyrido[2,3-b]pyrazin-2-yl)-4-methylpiperidin-4-yl)methylamine ClC1=C(C=CC=C1Cl)C=1C=CC=2C(=NC=C(N2)N2CCC(CC2)(C)CN)N1